NCCOCCOCCOCCOCCOCCCC(=O)O 1-amino-3,6,9,12,15-pentaoxaoctadecane-18-carboxylic acid